FC=1C=C2C=C(C=NC2=CC1F)NC1=NC(=NC=C1)NC=1C=C(C(=NC1)N1CCS(CC1)(=O)=O)OC 4-{5-[4-(6,7-difluoro-3-quinolylamino)-2-pyrimidinylamino]-3-methoxy-2-pyridyl}-1λ6,4-thiazinane-1,1-dione